N-stearyl-ethanolamine C(CCCCCCCCCCCCCCCCC)NCCO